The molecule is a glyceraldehyde 3-phosphate. It has a role as a mouse metabolite. It derives from a D-glyceraldehyde. It is a conjugate acid of a D-glyceraldehyde 3-phosphate(2-). It is an enantiomer of a L-glyceraldehyde 3-phosphate. C([C@H](C=O)O)OP(=O)(O)O